4-isopropoxypyridine-3-carbonitrile C(C)(C)OC1=C(C=NC=C1)C#N